2-benzyl-2-(((2R,3S,4R,5R)-5-(2-chloro-6-((2-hydroxy-2-methylpropyl)amino)-9H-purin-9-yl)-3-ethynyl-3,4-dihydroxytetrahydrofuran-2-yl)methoxy)malonic acid C(C1=CC=CC=C1)C(C(=O)O)(C(=O)O)OC[C@H]1O[C@H]([C@@H]([C@@]1(O)C#C)O)N1C2=NC(=NC(=C2N=C1)NCC(C)(C)O)Cl